2-chloro-5-(4-chloro-1-methyl-5-trifluoromethyl-1H-3-pyrazolyl)-4-fluorobenzaldoxime ClC1=C(C=NO)C=C(C(=C1)F)C1=NN(C(=C1Cl)C(F)(F)F)C